(R)-5-methoxy-N-propyl-N-((1-(pyridin-3-ylsulfonyl)piperidin-4-yl)methyl)-1,2,3,4-tetrahydronaphthalene-2-amine COC1=C2CC[C@H](CC2=CC=C1)N(CC1CCN(CC1)S(=O)(=O)C=1C=NC=CC1)CCC